rel-tert-butyl (3R,4R)-3-((3-amino-6-(2-(methoxymethoxy)phenyl)pyridazin-4-yl)ethynyl)-4-(pyridin-4-yl)pyrrolidine-1-carboxylate NC=1N=NC(=CC1C#C[C@@H]1CN(C[C@H]1C1=CC=NC=C1)C(=O)OC(C)(C)C)C1=C(C=CC=C1)OCOC |o1:9,13|